C(C)(C)N1C(=NN=C1)C1=CC=CC(=N1)NC(=O)C=1C(N(C=C(C1)C=1C=NN(C1)C(C)C)CC1=C(C=CC=C1)F)=O N-(6-(4-isopropyl-4H-1,2,4-triazol-3-yl)pyridin-2-yl)-1-(2-fluorobenzyl)-5-(1-isopropyl-1H-pyrazol-4-yl)-2-oxo-1,2-dihydropyridine-3-carboxamide